1-(tert-butyl) 5-(2,5-dioxopyrrolidin-1-yl) (4-(4-iodophenyl)butanoyl)-L-glutamate IC1=CC=C(C=C1)CCCC(=O)N[C@@H](CCC(=O)ON1C(CCC1=O)=O)C(=O)OC(C)(C)C